2-(((tert-butyldimethylsilyl)oxy)methyl)oxazole [Si](C)(C)(C(C)(C)C)OCC=1OC=CN1